COC1=C(C=CC(=C1)CC1OC1)O 2-methoxy-4-(oxiranylmethyl)phenol